FC(F)(F)OC(CN(CC(=O)[O-])CC1=CC=CC=C1)=O trifluoromethylbenzyliminodiacetate